(2S)-5,5-dimethyl-2-{[(6-phenoxypyridin-3-yl)methyl]amino}hexanoic acid CC(CC[C@@H](C(=O)O)NCC=1C=NC(=CC1)OC1=CC=CC=C1)(C)C